CC1=CC=C(C=C1)C1=NC2=CC=CC=C2C=N1 2-(4-methylphenyl)quinazoline